ClC=1C=C(C=CC1F)C(C=1NC(=CN1)S(=O)(=O)N(C)C1CS(CC1)(=O)=O)C1=CC(=C(C=C1)F)Cl 2-(bis(3-chloro-4-fluorophenyl)methyl)-N-(1,1-dioxidotetrahydrothiophen-3-yl)-N-methyl-1H-imidazole-5-sulfonamide